C(C1=CC=CC=C1)OC(N[C@@H]1CN(C[C@H]1O)C1=NC(=CC=C1)Br)=O (trans-1-(6-bromopyridin-2-yl)-4-hydroxypyrrolidin-3-yl)carbamic acid benzyl ester